(3R)-3-{[2-(3-fluoro-4-methoxyphenyl)[1,2,4]triazolo[1,5-c]quinazolin-5-yl]amino}azepan-2-one FC=1C=C(C=CC1OC)C1=NN2C(=NC=3C=CC=CC3C2=N1)N[C@H]1C(NCCCC1)=O